C(C)(C)(C)OC(=O)N(C(OC(C)(C)C)=O)C1=C2N=CN(C2=NC=N1)CC1=C(C(=CC=C1O)Cl)Cl tert-Butyl (tert-butoxycarbonyl)(9-(2,3-dichloro-6-hydroxybenzyl)-9H-purin-6-yl)carbamate